ClC1=CC=C2C(=CNC2=C1)S(=O)(=O)NC1=NC=C(C(=N1)OC)CCC#N 6-chloro-N-[5-(2-cyanoethyl)-4-methoxy-pyrimidin-2-yl]-1H-indole-3-sulfonic acid amide